3-Iodo-1-(tetrahydro-2H-pyran-2-yl)-5-(trifluoromethoxy)-1H-indazole IC1=NN(C2=CC=C(C=C12)OC(F)(F)F)C1OCCCC1